(2S)-3-tert-butoxy-2-hydroxypropionic acid methyl ester COC([C@H](COC(C)(C)C)O)=O